2-(2-thiazolyl)-pyrimidine S1C(=NC=C1)C1=NC=CC=N1